C(C)(C)(C)OC(=O)N1C(C2=CC=C(C=C2C1)C=O)CC#N 1-(cyanomethyl)-5-formylisoindoline-2-carboxylic acid tert-butyl ester